((R)-pyrrolidin-3-yl)propanoic acid N1C[C@H](CC1)C(C(=O)O)C